methylenecyclohex-4-ene C=C1CCC=CC1